S1C(=CC=C1)C(=O)NC=1C=C2C(=CNC2=CC1)C1CCN(CC1)CCC 5-(2-thienoyl)amino-3-(1-propylpiperidin-4-yl)-1H-indole